ClC=1C=C(C=CC1C1=CC(OC2=CC(=CC=C12)O[C@H](C(N1CCNCC1)=O)C)=O)NC(CCCCCCCCCCCCC)=O N-[3-chloro-4-[7-[(1S)-1-methyl-2-oxo-2-piperazin-1-yl-ethoxy]-2-oxo-chromen-4-yl]phenyl]tetradecanamide